N[C@H]1CS(C2=C(N(C1=O)CC1=CC=C(C=C1)OC(F)(F)F)C=C(C(=C2)F)C=2OC(=NN2)C(C)(C)C)(=O)=O (3R)-3-amino-7-(5-tert-butyl-1,3,4-oxadiazol-2-yl)-8-fluoro-1,1-dioxo-5-[[4-(trifluoromethoxy)phenyl]methyl]-2,3-dihydro-1lambda6,5-benzothiazepin-4-one